ClC1=CC2=C(N=CN(C2=O)[C@H](CO)C)C(=N1)Cl (S)-6,8-Dichloro-3-(1-hydroxypropan-2-yl)pyrido[3,4-d]pyrimidin-4(3H)-one